C1CC(NC(=O)C1)C(=O)[O-] The molecule is a monocarboxylic acid anion that is the conjugate base of 6-ketopiperidine-2-carboxylic acid, obtained by deprotonation of the carboxy group; major species at pH 7.3. It is a conjugate base of a 6-ketopiperidine-2-carboxylic acid.